NC1CC(C1)NC1=C2C(=NC=3N1N=CC3Br)C3(C(C2)CO)CCCC3 (8'-(((1R,3R)-3-aminocyclobutyl)amino)-3'-bromo-6',7'-dihydrospiro[cyclopentane-1,5'-cyclopenta[d]pyrazolo[1,5-a]pyrimidine]-6'-yl)methanol